BrC=1C=C(C(=O)OC)C=CC1[C@]1(COCC1)C(N)=O |r| (±)-methyl 3-bromo-4-(3-carbamoyltetrahydrofuran-3-yl)benzoate